OC1=CC=C(C=C1)C1(C2=CC(=CC=C2C=2C=CC(=CC12)C=1C2=CC=CC=C2C=2C=CC=CC2C1)C=1C2=CC=CC=C2C=2C=CC=CC2C1)C1=CC=C(C=C1)O 9,9-bis(4-hydroxyphenyl)-2,7-di(9-phenanthryl)fluorene